ClC1=CC(=C(C=C1)C1CCN(CC1)C1=C(C=CC=C1)NS(=O)(=O)C1=CC=C(C=C1)OCCOCCOCCOC)F N-(2-(4-(4-chloro-2-fluorophenyl)piperidin-1-yl)phenyl)-4-(2-(2-(2-methoxyethoxy)ethoxy)ethoxy)benzenesulfonamide